3-(3-Chloro-4-fluorophenyl)-1-methyl-1-(4-oxo-4,5,8,9-tetrahydro-6H-pyrano[3,4-b]thieno[3,4-d]pyridin-9-yl)urea ClC=1C=C(C=CC1F)NC(N(C1COCC=2NC(C=3C(C21)=CSC3)=O)C)=O